NC(C(=O)OP(=O)(N[C@H](C(=O)OC(C)C)C)OCCCC(=O)C=1C=C2C(=CC=NC2=CC1OC)OC1=CC(=C(C=C1)NC(NC1CC1)=O)Cl)C [3-[[4-[3-chloro-4-(cyclopropylcarbamoylamino) phenoxy]-7-methoxy-quinoline-6-carbonyl]] propoxy-[[(1S)-2-isopropoxy-1-methyl-2-oxo-ethyl] amino] phosphoryl] aminopropionate